CON(C(=O)[C@H]1N(C[C@@H](C1)C)C(=O)OC(C)(C)C)C tert-Butyl (2S,4R)-2-(methoxy(methyl)carbamoyl)-4-methylpyrrolidine-1-carboxylate